C(C)OC(C(C1=CC=C(C=C1)C(F)(F)F)N1[C@@H](CN([C@H](C1)CC)C=1C=2C(N(C(C1)=O)C)=CN(N2)C2OCCCC2)CC)=O 2-((2R,5S)-2,5-diethyl-4-(4-methyl-5-oxo-2-(tetrahydro-2H-pyran-2-yl)-4,5-dihydro-2H-pyrazolo[4,3-b]Pyridin-7-yl)piperazin-1-yl)-2-(4-(trifluoromethyl)phenyl)acetic acid ethyl ester